3-((S)-3-((R)-8-(3-chloro-1H-pyrrolo[2,3-b]pyridin-5-ylsulfonyl)-1-oxa-8-azaspiro[4.5]decan-3-ylamino)-2-hydroxypropoxy)-N-methylbenzenesulfonamide ClC1=CNC2=NC=C(C=C21)S(=O)(=O)N2CCC1(C[C@H](CO1)NC[C@@H](COC=1C=C(C=CC1)S(=O)(=O)NC)O)CC2